CS(=O)(=O)OCCCN1[C@H]2CN([C@@H](C1)C2)C2=NC(=NC(=C2)NC=2SC(=CN2)C(NC2=C(C=CC=C2C)Cl)=O)C 3-((1R,4R)-5-(6-((5-((2-chloro-6-methylphenyl)carbamoyl)thiazol-2-yl)amino)-2-methylpyrimidin-4-yl)-2,5-diazabicyclo[2.2.1]heptan-2-yl)propyl methanesulfonate